C(#C)[C@]1([C@]2(CC)[C@@H](CC1)[C@@H]1CCC3=CC(CC[C@@H]3[C@H]1CC2)=O)O (-)-17alpha-ethynyl-17beta-hydroxy-18-methylestr-4-en-3-one